NCC1N(CC(C1)(C)C)C(=O)OC(C)(C)C tert-butyl 2-(aminomethyl)-4,4-dimethylpyrrolidine-1-carboxylate